NCCCC=O 4-aminobutyraldehyde